5-bromo-2-(1-cyclopropylethyl)-7-hydroxyisoindol-1-one BrC=1C=C2CN(C(C2=C(C1)O)=O)C(C)C1CC1